4-[6-(trifluoromethyl)-3-pyridyl]-7H-pyrimido[4,5-d]pyridazin FC(C1=CC=C(C=N1)C1=NC=NC2=CNNC=C21)(F)F